C(C)(C)(C)C1=CC=C(C=C1)C1=NC(=C(C(=N1)CNC(=O)OCC1C2=CC=CC=C2C=2C=CC=CC12)C(=O)OC(C)(C)C)C tert-butyl 2-(4-tert-butylphenyl)-4-[(9H-fluoren-9-ylmethoxycarbonylamino)methyl]-6-methyl-pyrimidine-5-carboxylate